BrC1=NN=C(S1)N1N=CC2=C(C=C(C=C12)S(=O)(=O)NC1(C(C1)C)C#N)N1CCN(CC1)C(C(C)C)=O 1-(5-bromo-1,3,4-thiadiazol-2-yl)-N-(1-cyano-2-methylcyclopropyl)-4-[4-(2-methylpropanoyl)piperazin-1-yl]indazole-6-sulfonamide